N-(3-chloro-5-fluoro-4-iodopyridin-2-yl)-3-fluoro-N-((3-fluoropropyl)sulfonyl)propane-1-sulfonamide ClC=1C(=NC=C(C1I)F)N(S(=O)(=O)CCCF)S(=O)(=O)CCCF